1-(3,4-difluoro-5-(3-(pyrrolidin-1-yl)quinoxaline-6-carbonyl)phenyl)-3-(4-fluorophenyl)urea FC=1C=C(C=C(C1F)C(=O)C=1C=C2N=C(C=NC2=CC1)N1CCCC1)NC(=O)NC1=CC=C(C=C1)F